2-sulfo-2-butenedioic acid S(=O)(=O)(O)C(C(=O)O)=CC(=O)O